N1N=CC=C1C1=NC=CC(=C1)OC1=CC(=C(C=C1)NC1=NC=NC2=CC(=C(C=C12)NC1CCN(CC1)C(C=C)=O)OC)F 1-(4-((4-((4-((2-(1H-pyrazol-5-yl)pyridin-4-yl)oxy)-2-fluorophenyl)amino)-7-methoxyquinazolin-6-yl)amino)piperidin-1-yl)prop-2-en-1-one